OC1CCC(CC1)N=C=O 4-hydroxycyclohexyl isocyanate